The molecule is a member of the class of pyrazoles that is 1H-pyrazole with methyl and carboxylic acid group substituents at positions 3 and 4 respectively. It has a role as a metabolite. It is a member of pyrazoles and a monocarboxylic acid. It derives from a hydride of a 1H-pyrazole. CC1=C(C=NN1)C(=O)O